(S)-4-(3,6-dichloropyridazin-4-yl)-3-methylmorpholine ClC=1N=NC(=CC1N1[C@H](COCC1)C)Cl